FC(C=1C=2N(C=CC1)N=C(C2)[C@@H]2N(CCC1=C2N=CN1)C1=NC=CN=C1)F (R)-4-(4-(difluoromethyl)pyrazolo[1,5-a]pyridin-2-yl)-5-(pyrazin-2-yl)-4,5,6,7-tetrahydro-1H-imidazo[4,5-c]pyridine